3-methoxybutyl thiopropionate C(CC)(=S)OCCC(C)OC